FC1(CCC2=C1N=C(N=C2N2C[C@H]1C([C@@H](C2)C1)CC(=O)O)N1[C@H](CC1)C(F)(F)F)F |o1:22| 2-((1R,5S,6S)-3-(7,7-difluoro-2-((R or S)-2-(trifluoromethyl)azetidine-1-yl)-6,7-dihydro-5H-cyclopenta[d]pyrimidin-4-yl)-3-azabicyclo[3.1.1]heptan-6-yl)acetic acid